COC=1C=C2C(=CN1)NC(C2)C(=O)OCC ethyl 5-methoxy-2,3-dihydro-1H-pyrrolo[2,3-c]pyridine-2-carboxylate